C[N+](CC(C)O)(CC1=CC=CC=C1)C dimethylbenzyl-(2-hydroxypropyl)ammonium